2-(3-oxocyclobutyl)-2,3-dihydro-1H-isoindole-1,3-dione O=C1CC(C1)N1C(C2=CC=CC=C2C1=O)=O